5-(Trifluoromethyl)benzo[d]thiazole-2-thiol FC(C=1C=CC2=C(N=C(S2)S)C1)(F)F